3beta-trans-sinapoyloxylup-20(29)-en-28-ol CC(=C)[C@@H]1CC[C@]2([C@H]1[C@H]3CC[C@@H]4[C@]5(CC[C@@H](C([C@@H]5CC[C@]4([C@@]3(CC2)C)C)(C)C)OC(=O)/C=C/C6=CC(=C(C(=C6)OC)O)OC)C)CO